3-{4-methyl-1-[3-(methylsulfonyl)propyl]-1H-benzotriazole-5-yl}propanoate CC1=C(C=CC=2N(N=NC21)CCCS(=O)(=O)C)CCC(=O)[O-]